C(C(O)C)(=O)C(C(=O)OC(CCCCCCCCCCC)=O)(O)C.[Na] sodium lauroyl lactyllactate